tert-butyl (R)-3-(3,4-dibromo-N-(8-methylisoquinolin-1-yl)benzamido)piperidine-1-carboxylate BrC=1C=C(C(=O)N(C2=NC=CC3=CC=CC(=C23)C)[C@H]2CN(CCC2)C(=O)OC(C)(C)C)C=CC1Br